3-[4-(4-aminopiperidin-1-yl)-3-(3,5-difluorophenyl)quinolin-6-yl]-2-[(1,3-dihydroxypropan-2-yl)oxy]benzamide ethyl-indoline-6-carboxylate C(C)OC(=O)C1=CC=C2CCNC2=C1.NC1CCN(CC1)C1=C(C=NC2=CC=C(C=C12)C=1C(=C(C(=O)N)C=CC1)OC(CO)CO)C1=CC(=CC(=C1)F)F